2-bromo-5-(1,1,1-trifluoropropan-2-yl)pyridine BrC1=NC=C(C=C1)C(C(F)(F)F)C